O(C1=CC=CC=C1)C=1C=C(C=CC1)CN1C2=CC=CC(=C2C=2C(=CC=CC12)OCC(=O)O)C(N)=O {9-[(3-phenoxyphenyl)methyl]-5-carbamoylcarbazol-4-yl}oxyacetic acid